NCC[C@H](C)NC(=O)C1=CC2=CC=CC(=C2C=C1)OC1=CC=C(C=C1)C(F)(F)F (S)-N-(4-aminobutan-2-yl)-5-(4-(trifluoromethyl)phenoxy)-2-naphthamide